3E-decenoic acid-N-isobutyl amide C(C(C)C)NC(\C=C\CCCCCCC)=O